(2,2-diphenylvinyl)Spiro-9,9'-bifluorene C1(=CC=CC=C1)C(=CC1=CC=CC=2C3=CC=CC=C3C3(C4=CC=CC=C4C4=CC=CC=C43)C12)C1=CC=CC=C1